C(CCC)[Sn](CC(=O)CC(C)=O)(CC(=O)CC(C)=O)CCCC di-n-butyl-bis(acetyl-acetonyl)tin